1-benzyl-3,3-dimethyl-2-oxoindoline-6-carboxylic acid C(C1=CC=CC=C1)N1C(C(C2=CC=C(C=C12)C(=O)O)(C)C)=O